COC(CC1=NC=CC(=C1C)C1=CC2=C(OCCO2)C=C1)=O (4-(2,3-dihydrobenzo[b][1,4]dioxin-6-yl)-3-methylpyridin-2-yl)acetic acid methyl ester